ClC1=NC(=CC=C1)C1=C2CCN(CC2=CC=C1)C(C1=C(C=C(C=C1Cl)C=1C=NN(C1)C)Cl)=O 2-chloro-6-[2-[2,6-dichloro-4-(1-methylpyrazol-4-yl)benzoyl]-3,4-dihydro-1H-isoquinolin-5-yl]pyridine